tert-Butyl (S)-2-butyl-4-(3-chlorophenyl)-5-oxopiperazine-1-carboxylate C(CCC)[C@@H]1N(CC(N(C1)C1=CC(=CC=C1)Cl)=O)C(=O)OC(C)(C)C